5-(3-(4-(Trifluoromethyl)phenoxy)pyrazin-2-yl)-1H-benzo[d][1,2,3]triazole FC(C1=CC=C(OC=2C(=NC=CN2)C2=CC3=C(NN=N3)C=C2)C=C1)(F)F